Tert-Butyl 3-{[(chloromethoxy)carbonyl]oxy}-2,2-dimethylpropyl Butanedioate C(CCC(=O)OCC(COC(=O)OCCl)(C)C)(=O)OC(C)(C)C